(5-chloro-8-quinolinoxy)malonic acid ethyl ester C(C)OC(C(C(=O)O)OC=1C=CC(=C2C=CC=NC12)Cl)=O